FC1=C(C=CC=C1C(F)(F)F)N=C=S 2-fluoro-1-isothiocyanato-3-(trifluoromethyl)benzene